1-(2-bromopyrimidin-5-yl)pyrrolidine BrC1=NC=C(C=N1)N1CCCC1